2-(4-(ethylsulfonyl)phenyl)-N-(6-(1-(5-fluoropyridin-2-yl)cyclopropane-1-carbonyl)pyridin-3-yl)acetamide C(C)S(=O)(=O)C1=CC=C(C=C1)CC(=O)NC=1C=NC(=CC1)C(=O)C1(CC1)C1=NC=C(C=C1)F